oxanyl chloride O1C(CCCC1)Cl